1-(9Z-hexadecenoyl)-2-(9Z-pentadecenoyl)-glycero-3-phospho-(1'-sn-glycerol) CCCCCC/C=C\CCCCCCCC(=O)OC[C@H](COP(=O)(O)OC[C@H](CO)O)OC(=O)CCCCCCC/C=C\CCCCC